O1CC(CC1)CC1=CNC2=NC=CC=C21 3-(tetrahydrofuran-3-ylmethyl)-1H-pyrrolo[2,3-b]Pyridine